(S)-5-((R)-tert-butylsulfonamido)-dihydrospiro[cyclopenta[b]pyridine-6,4'-piperidine]-1'-carboxylic acid C(C)(C)(C)S(=O)(=O)NC1=C2C(NCC=C2)=CC12CCN(CC2)C(=O)O